(R)-7-amino-6-bromo-N-(1-(pyrimidin-2-yl)ethyl)-N-((6-(2,2,2-trifluoroethoxy)pyridazin-3-yl)methyl)-1,8-naphthyridine-3-carboxamide NC1=C(C=C2C=C(C=NC2=N1)C(=O)N(CC=1N=NC(=CC1)OCC(F)(F)F)[C@H](C)C1=NC=CC=N1)Br